ClC1=C(C=C(C=2C3=C(NC12)CCN([C@H]3C)C(=O)C3=NC=C(C=N3)OC)OC)Cl (S)-(6,7-dichloro-9-methoxy-1-methyl-1,3,4,5-tetrahydro-2H-pyrido[4,3-b]indol-2-yl)(5-methoxypyrimidin-2-yl)methanone